6-isopropyl-2-(1-(oxetan-3-yl)piperidin-4-yl)-4H-pyrrolo[3,2-d]Thiazole C(C)(C)C1=CNC2=C1N=C(S2)C2CCN(CC2)C2COC2